P(=O)(OC1=C(C(=CC=C1)C)C)(OC1=C(C=CC=C1C)C)[O-] xylyl 2,6-dimethylphenyl phosphate